C12C(C3CC(CC(C1)C3)C2)N2CCC(CC2)OC2=CC(=C(N)C=C2)OC 4-((1-(adamantan-2-yl)piperidin-4-yl)oxy)-2-methoxyaniline